[NH4+].P(=O)(O[C@H](COC1=NC=CC(=N1)C1=CC(=CC=C1)OCCCCCCCCCCC)C)(O)O (2S)-1-({4-[3-(Undecyloxy)phenyl]pyrimidin-2-yl}oxy)propan-2-yl dihydrogen phosphate ammonium salt